tert-butyl (1-((S)-2-cyano-4,4-difluoropyrrolidin-1-yl)-1-oxopropan-2-yl)carbamate C(#N)[C@H]1N(CC(C1)(F)F)C(C(C)NC(OC(C)(C)C)=O)=O